(rac)-trans-[2-amino-4-(trifluoromethoxy)phenyl]-[4-[2-(4-hydroxycyclohexyl)-5H-pyrrolo[2,3-b]pyrazin-7-yl]-1-piperidyl]methanone NC1=C(C=CC(=C1)OC(F)(F)F)C(=O)N1CCC(CC1)C1=CNC2=NC=C(N=C21)[C@@H]2CC[C@H](CC2)O |r|